Di-tert-butylfluoro(3-tolyl)silane C(C)(C)(C)[Si](C=1C=C(C=CC1)C)(F)C(C)(C)C